FC1(CN(CC1)C1=NC=CC(=C1NC(=O)N1CC2=NC(=CC=C2C1)OC)C1=C(C=CC=C1)F)F N-[2-(3,3-difluoropyrrolidin-1-yl)-4-(2-fluoro-phenyl)-3-pyridyl]-2-methoxy-5,7-dihydropyrrolo[3,4-b]pyridine-6-carboxamide